N1=CC=CC2=C(C=CC=C12)CCCC(=O)[O-] 4-(quinolin-5-yl)butanoate